C1(=CC=CC=C1)C(CCCC)=O 1-Phenyl-1-pentanon